C(CCCCCCC\C=C/CCCCCCCC)(=O)OCCCCCCC(CCCCCCOC(CCCCCCC\C=C/CCCCCCCC)=O)(CCCCN1CCOCC1)O 7-Hydroxy-7-(4-morpholinobutyl)tridecane-1,13-diyl dioleate